C(C1=CC=CC=C1)OC1=C(C(=CC(=C1)Br)C)C(CCO[Si](C)(C)C(C)(C)C)(C)C (3-(2-(benzyloxy)-4-bromo-6-methylphenyl)-3-methylbutoxy)(tert-butyl)dimethylsilane